(iodomethyl)-5-methyl-1,3-dioxan-2-one ICC1OC(OCC1C)=O